benzyl N-[(1R)-1-[(2S,5R,6R)-5-azido-6-[(1R,2R,3S,4R,6S)-4,6-diazido-2,3-dihydroxy-cyclohexoxy]tetrahydropyran-2-yl]propyl]-N-benzyl-carbamate N(=[N+]=[N-])[C@@H]1CC[C@H](O[C@@H]1O[C@H]1[C@@H]([C@H]([C@@H](C[C@@H]1N=[N+]=[N-])N=[N+]=[N-])O)O)[C@@H](CC)N(C(OCC1=CC=CC=C1)=O)CC1=CC=CC=C1